N-hydroxycyclopentanecarboxamidine ONC(=N)C1CCCC1